hydroxycetyl alcohol isostearate C(CCCCCCCCCCCCCCC(C)C)(=O)OC(CCCCCCCCCCCCCCC)O